CC=1N=CC(N(C1)[C@H]1CN(CCC1)C(=O)OC1=CC=C(C=C1)[N+](=O)[O-])=O 4-nitrophenyl (R)-3-(5-methyl-2-oxopyrazin-1(2H)-yl)piperidine-1-carboxylate